C1(CC1)N1C(C(=CC(=C1)CN1C[C@H](OCC1)C)C(=O)NC1=NC(=CC(=C1)C1=C(C=C(C=C1)F)C=1N=NC=CC1C)C1CC1)=O 1-cyclopropyl-N-[6-cyclopropyl-4-[4-fluoro-2-(4-methylpyridazin-3-yl)phenyl]pyridin-2-yl]-5-[[(2R)-2-methylmorpholin-4-yl]methyl]-2-oxopyridine-3-carboxamide